toluenesulfonate monohydrate O.C(C1=CC=CC=C1)S(=O)(=O)O